2-(4-(tert-butyl)phenyl)-N-(7-chloro-2-hydrazineylquinazolin-4-yl)-N-methylthiazol-5-amine C(C)(C)(C)C1=CC=C(C=C1)C=1SC(=CN1)N(C)C1=NC(=NC2=CC(=CC=C12)Cl)NN